2-(1H-imidazol-1-yl)-6-methyl-5H-pyrrolo[3,2-d]pyrimidine-4-carboxylate N1(C=NC=C1)C=1N=C(C2=C(N1)C=C(N2)C)C(=O)[O-]